C(C)C=1C(NC=2C=C(C=NC2C1)CN1CCN(CC1)C=1C=CC(=NC1)NC(=O)[C@@H]1C(C1)(F)F)=O (R)-N-(5-(4-((7-ethyl-6-oxo-5,6-dihydro-1,5-naphthyridin-3-yl)methyl)piperazin-1-yl)pyridin-2-yl)-2,2-difluorocyclopropane-1-carboxamide